tertbutyl (S)-(2-((4-butyrylpyridin-2-yl)amino)-1-(4,4-difluorocyclohexyl)-2-oxoethyl)-carbamate C(CCC)(=O)C1=CC(=NC=C1)NC([C@H](C1CCC(CC1)(F)F)NC(OC(C)(C)C)=O)=O